C(C1=CC=CC=C1)OC(=O)N1CCNC([C@@H](C1)NC(=O)OC(C)(C)C)=O (6R)-6-[(tert-butoxycarbonyl)amino]-5-oxo-1,4-diazepan-1-carboxylic acid benzyl ester